O[C@@H]1C(O[C@H]([C@H]([C@H]1O)O)C)C1(OCCC(C1(O)C1O[C@H]([C@H]([C@H]([C@@H]1O)O)O)C)O)O 2,3-bis[(3S,4R,5S,6S)-3,4,5-trihydroxy-6-methyloxan-2-yl]oxane-2,3,4-triol